Lysine mono-hydrochloride Cl.N[C@@H](CCCCN)C(=O)O